3-methylpent-1-yn CC(C#C)CC